3-((2-fluoropyrimidin-4-yl)amino)-N-(1-(2-(methyl(2-((5-methylisoxazol-3-yl)oxy)ethyl)amino)-2-oxoethyl)-1H-pyrazol-4-yl)propenamide FC1=NC=CC(=N1)NC=CC(=O)NC=1C=NN(C1)CC(=O)N(CCOC1=NOC(=C1)C)C